C(C(C)(C)C)(=O)OOC(C)(C)C.OC(CNCCNCCNCCN)C N1-(2-hydroxypropyl) triethylenetetraamine tert-Butyl peroxypivalate